NC=1CC(NN1)=O 5-amino-2,4-dihydro-3H-pyrazol-3-one